NCC=1N=C2N(C=C(C=C2N2C(N(CC2=O)C)=O)C2CC2)C1 3-(2-(aminomethyl)-6-cyclopropylimidazo[1,2-a]pyridin-8-yl)-1-methylimidazolidine-2,4-dione